6-chloro-5-hydroxy-2-(3-(2-hydroxyethyl)-1H-1,2,4-triazol-5-yl)-3-(1H-imidazol-1-yl)-1-methyl-1H-indole-7-carbonitrile ClC1=C(C=C2C(=C(N(C2=C1C#N)C)C1=NC(=NN1)CCO)N1C=NC=C1)O